(R)-tert-butyl((5-methyl-6-((1-(naphthalen-1-yl)ethyl)carbamoyl)-1H-benzo[d]imidazol-2-yl)methyl)carbamate C(C)(C)(C)OC(NCC1=NC2=C(N1)C=C(C(=C2)C)C(N[C@H](C)C2=CC=CC1=CC=CC=C21)=O)=O